5-(difluoromethoxy)-2-(pyridin-4-yl)-4-(2,8-diazaspiro[4.5]decan-8-yl)pyrido[3,4-d]pyrimidine FC(OC1=CN=CC=2N=C(N=C(C21)N2CCC1(CCNC1)CC2)C2=CC=NC=C2)F